CSCC1=NC=CC=C1 2-((methylthio)methyl)pyridine